1-(2-deoxy-2-fluoro-β-D-arabinofuranosyl)cytosine F[C@@H]1[C@@H](O[C@@H]([C@H]1O)CO)N1C(=O)N=C(N)C=C1